3,4,4a,5,7,7a-hexahydro-2H-pyrrolo[3,4-b][1,4]oxazin O1C2C(NCC1)CNC2